(R)-1-cyanoethyl (S)-6-diazo-2-((R)-2-methoxypropanamido)-5-oxohexanoate [N+](=[N-])=CC(CC[C@@H](C(=O)O[C@H](C)C#N)NC([C@@H](C)OC)=O)=O